(R)-1-(4-(2,2-difluoroethyl)piperidine-1-yl)propane FC(CC1CCN(CC1)CCC)F